6-(7,8-dimethyl-[1,2,4]triazolo[4,3-b]pyridazin-6-yl)-N-[[4-(1-hydroxy-1-methyl-ethyl)phenyl]methyl]-7,8-dihydro-5H-1,6-naphthyridine-3-carboxamide CC1=C(C=2N(N=C1N1CC=3C=C(C=NC3CC1)C(=O)NCC1=CC=C(C=C1)C(C)(C)O)C=NN2)C